5-(((Cyclopropylmethyl)amino)methyl)-N-(3-(3,3-dimethyl-1-(4-methyl-4H-1,2,4-triazol-3-yl)cyclobutyl)phenyl)-2-oxo-1-(2,2,2-trifluoroethyl)-1,2-dihydropyridine-3-carboxamide C1(CC1)CNCC=1C=C(C(N(C1)CC(F)(F)F)=O)C(=O)NC1=CC(=CC=C1)C1(CC(C1)(C)C)C1=NN=CN1C